OC1=C(C(=CC(=C1CN(C(OC)=O)CC)CCCCC)O)C1CCCC(=C1)C methyl ((2,6-dihydroxy-5'-methyl-4-pentyl-1',2',3',4'-tetrahydro-[1,1'-biphenyl]-3-yl)methyl)(ethyl)carbamate